8-(4-aza-1-azoniabicyclo[2.2.2]oct-1-yl)-5-(3,4-difluorophenyl)-6-(2-methoxy-2-methyl-propyl)-1-tetrahydropyran-2-yl-pyrazolo[4,3-g]isoquinoline [N+]12(CCN(CC1)CC2)C2=NC(=C(C1=CC3=C(C=C21)N(N=C3)C3OCCCC3)C3=CC(=C(C=C3)F)F)CC(C)(C)OC